FC1=CC(=C(C=C1)N[C@H](C)C=1C=C(C=C2C(N(C(=NC12)C1CCOCC1)C)=O)C)N1C[C@H](CCC1)O 8-((R)-1-((4-fluoro-2-((S)-3-hydroxypiperidin-1-yl)phenyl)amino)ethyl)-3,6-dimethyl-2-(tetrahydro-2H-pyran-4-yl)quinazolin-4(3H)-one